O=C1NC(CCC1N1C(N(C2=C1C=CC(=C2)/C=C/CC(=O)OCC2=CC=CC=C2)C)=O)=O benzyl (3E)-4-[1-(2,6-dioxopiperidin-3-yl)-3-methyl-2-oxo-1,3-benzodiazol-5-yl]but-3-enoate